4-((4-(2-Cyclopropylthiazol-5-yl)pyridin-2-yl)((4-(4-methoxy-3-methylphenyl)bicyclo[2.2.2]octan-1-yl)methyl)carbamoyl)cyclohexyl trans-methylcarbamate CNC(OC1CCC(CC1)C(N(CC12CCC(CC1)(CC2)C2=CC(=C(C=C2)OC)C)C2=NC=CC(=C2)C2=CN=C(S2)C2CC2)=O)=O